ONC(CCCCCN1C2=CC3=C(C=C2C=2NC(C4=CC=CC=C4C21)=O)OCO3)=O N-hydroxy-6-(5-oxo-5,6-dihydro-12H-[1,3]dioxolo[4',5':5,6]indolo[3,2-c]isoquinolin-12-yl)hexanamide